C(C)(=O)NCCC(C(C)C)N1CC2(C1)CN(CC2)C=2N=CN=NC2OC2=C(C(=O)N(C(C)C)CC)C=C(C=C2)F 2-((5-(2-(1-acetamido-4-methylpentan-3-yl)-2,6-diazaspiro[3.4]octan-6-yl)-1,2,4-triazin-6-yl)oxy)-N-ethyl-5-fluoro-N-isopropylbenzamide